C1(CCCC1)NC=1C2=C(N=C(N1)C(C(C)(C)C)=O)C=CC=N2 1-[4-(cyclopentylamino)pyrido[3,2-d]pyrimidin-2-yl]-2,2-dimethylpropane-1-one